FC1(CCN(CC1)C(=O)OC(C)(C)C)C(=O)N1CCN(CC1)C1=C(C=C(C=C1)[N+](=O)[O-])F tert-butyl 4-fluoro-4-(4-(2-fluoro-4-nitrophenyl)piperazine-1-carbonyl)piperidine-1-carboxylate